BrC=1SC(=NN1)CCCOC 2-bromo-5-(3-methoxypropyl)-1,3,4-thiadiazole